N'-(2-chloro-9-(2-oxo-2-(pyridin-2-yl)ethyl)-9H-purin-6-yl)-3-methylbenzohydrazide ClC1=NC(=C2N=CN(C2=N1)CC(C1=NC=CC=C1)=O)NNC(C1=CC(=CC=C1)C)=O